(S)-4-(4-((benzyloxy)carbonyl)-3-(cyanomethyl)piperazin-1-yl)-2-chloro-5,8-dihydropyrido[3,4-d]pyrimidine-7(6H)-carboxylic acid tert-butyl ester C(C)(C)(C)OC(=O)N1CC=2N=C(N=C(C2CC1)N1C[C@@H](N(CC1)C(=O)OCC1=CC=CC=C1)CC#N)Cl